C[C@H]1OCCN(C1)C(=O)C1=C(C=C2C(=NC(=NC2=C1)C)NC(C)C1=CC(=CC(=C1)C(F)(F)F)N)OCCOC methyl-(R)-(4-((1-(3-amino-5-(trifluoromethyl)phenyl)ethyl)amino)-6-(2-methoxyethoxy)-2-methylquinazolin-7-yl)(morpholino)methanone